Tert-butyl (s)-(2-(dimethylamino)-2-oxo-1-(tetrahydro-2H-pyran-4-yl)ethyl)carbamate CN(C([C@H](C1CCOCC1)NC(OC(C)(C)C)=O)=O)C